C1(CC1)C=1C=C(C(=NC1)C#N)N1CCNCC1 5-Cyclopropyl-3-piperazin-1-yl-pyridine-2-carbonitrile